C1(CC1)C1=CC=C(C=C1)C1(CCC(CC1)N)N 1-(4-cyclopropylphenyl)cyclohexane-1,4-diamine